propyl-ammonium trichloride [Cl-].[Cl-].[Cl-].C(CC)[NH3+].C(CC)[NH3+].C(CC)[NH3+]